O=C1OC2=CC(=CC=C2C(=C1)C1=C(C=CC=C1)C)C(=O)N1CC(C1)C(=O)O 1-(2-oxo-4-(o-tolyl)-2H-chromene-7-carbonyl)azetidine-3-carboxylic acid